(R)-1-((4-(N,N-diethylsulfamoyl)phenyl)sulfonyl)-N-(2-(dimethylamino)ethyl)piperidine-3-carboxamide C(C)N(S(=O)(=O)C1=CC=C(C=C1)S(=O)(=O)N1C[C@@H](CCC1)C(=O)NCCN(C)C)CC